3-(4-(5-amino-1-(quinoxalin-2-yl)-1H-1,2,4-triazol-3-ylamino)phenyl)-1-(pyrrolidin-1-yl)propan-1-one NC1=NC(=NN1C1=NC2=CC=CC=C2N=C1)NC1=CC=C(C=C1)CCC(=O)N1CCCC1